henicosyl 7-(4-(4-(benzo[b]thiophen-4-yl)piperazin-1-yl)butoxy)-2-oxoquinoline-1(2H)-carboxylate S1C2=C(C=C1)C(=CC=C2)N2CCN(CC2)CCCCOC2=CC=C1C=CC(N(C1=C2)C(=O)OCCCCCCCCCCCCCCCCCCCCC)=O